COC1=CC=C(CN2C(=NC3=NC=C(C=C32)COCOC)N[C@@H]3C[C@H](CC3)NC3=CC=C(C=N3)N3C(C=CC=C3)=O)C=C1 6'-(((1S,3S)-3-((1-(4-Methoxybenzyl)-6-((methoxymethoxy)methyl)-1H-imidazo[4,5-b]pyridin-2-yl)amino)cyclopentyl)amino)-2H-[1,3'-bipyridin]-2-one